CNC1CN(C1)C1=NC(=NC2=C1OCCCN2)N 4-(3-(methylamino)azetidin-1-yl)-6,7,8,9-tetrahydropyrimido[5,4-b][1,4]oxazepin-2-amine